1-[(1S)-1-(ethoxymethyl)-2-(4-hexyloxyphenyl)ethyl]imidazo[4,5-c]quinolin-4-amine C(C)OC[C@H](CC1=CC=C(C=C1)OCCCCCC)N1C=NC=2C(=NC=3C=CC=CC3C21)N